2'-chloro-N-(5-((5-chloropyridin-2-yl)methoxy)-1,3,4-thiadiazol-2-yl)-5'-methoxy-6-methyl-(4,4'-bipyridine)-3-carboxamide ClC1=NC=C(C(=C1)C1=C(C=NC(=C1)C)C(=O)NC=1SC(=NN1)OCC1=NC=C(C=C1)Cl)OC